(4'-cyclopropyl-4-((3-fluoro-4-(1-isopropyl-4-(trifluoromethyl)-1H-imidazol-2-yl)benzyl)amino)-6'-methoxy-[2,5'-bipyrimidin]-5-yl)dimethylphosphine oxide C1(CC1)C1=NC=NC(=C1C1=NC=C(C(=N1)NCC1=CC(=C(C=C1)C=1N(C=C(N1)C(F)(F)F)C(C)C)F)P(C)(C)=O)OC